carbon (citric acid) C(CC(O)(C(=O)O)CC(=O)O)(=O)O.[C]